4,4'-bis(2-anilino-4-morpholino-1,3,5-triazin-6-yl-amino)-stilbene-2,2'-disulfonic acid N(C1=CC=CC=C1)C1=NC(=NC(=N1)N1CCOCC1)NC=1C=C(C(=CC1)C=CC=1C(=CC(=CC1)NC1=NC(=NC(=N1)NC1=CC=CC=C1)N1CCOCC1)S(=O)(=O)O)S(=O)(=O)O